C(C=C)N(S(=O)(=O)F)S(=O)(=O)C(F)(F)F allyl-(trifluoromethylsulfonyl)sulfamoyl fluoride